1-(tert-butyl) 6-methyl-3-(2-(((1S,3S)-3-((t-butyloxycarbonyl)amino)cyclopentyl)amino)-5-(trifluoromethyl)pyrimidin-4-yl)-1H-indole-1,6-diformate CC1(C=CC2=C(CN(C2=C1)C(=O)OC(C)(C)C)C1=NC(=NC=C1C(F)(F)F)N[C@@H]1C[C@H](CC1)NC(=O)OC(C)(C)C)C(=O)[O-]